7-bromo-3-(3,3-difluorobutyl)-5-(4,4-difluorocyclohexyl)-2-fluoro-8-methoxy-2,3,4,5-tetrahydrobenzo[b][1,4]thiazepine 1,1-dioxide BrC1=CC2=C(S(C(C(CN2C2CCC(CC2)(F)F)CCC(C)(F)F)F)(=O)=O)C=C1OC